ClC=1C=C(C(=O)[C@@H]2[C@](C2)(C(=O)OCC)C)C=CC1Cl Ethyl (1S,2S)-2-(3,4-dichlorobenzoyl)-1-methylcyclopropane-1-carboxylate